2-[3-(3-bromo-5-chlorophenyl)ureido]-4-trifluoromethoxybenzamide BrC=1C=C(C=C(C1)Cl)NC(NC1=C(C(=O)N)C=CC(=C1)OC(F)(F)F)=O